1-(benzyloxy)hexane-3-ol C(C1=CC=CC=C1)OCCC(CCC)O